FC=1C=C(C=C(C1)C=1OC=CC1)[C@@H]1N(OCC1)C1=CC(=NC=N1)NC=1C(=CC(=C(C1)NC(C=C)=O)N1CCN(CC1)C)OC (R)-N-(5-((6-(3-(3-fluoro-5-(furan-2-yl)phenyl)isoxazolidin-2-yl)pyrimidin-4-yl)amino)-4-methoxy-2-(4-methylpiperazin-1-yl)phenyl)acryl-amide